COC1=CC=C(C=C1)C1=NC=2N(C(=C1)NC(C)C1=CC=CC=C1)N=CC2 5-(4-methoxyphenyl)-N-(1-phenylethyl)pyrazolo[1,5-a]pyrimidin-7-amine